[5-(4-piperidinyl)-2-pyridinyl]pyrimidin-2-amine N1CCC(CC1)C=1C=CC(=NC1)C1=NC(=NC=C1)N